NC1=NN2C(C=C(C=C2)C=2C=C(C(=NC2)C)NC(=O)N2OCC[C@H]2C2=CC=CC=C2)=N1 (S)-N-(5-(2-amino-[1,2,4]triazolo[1,5-a]pyridin-7-yl)-2-methylpyridin-3-yl)-3-phenylisoxazolidine-2-carboxamide